ClC=1C=CC(=NC1)NC([C@H](C)N1C[C@H](CCC1)C(F)(F)F)=O (S)-N-(5-chloropyridin-2-yl)-2-((S)-3-(trifluoromethyl)piperidin-1-yl)propanamide